NC(CN1CCOCC1)C 2-aminopropyl-morpholine